C(CCCCCCC\C=C/C\C=C/C\C=C/CC)(=O)OCC(COC(NC1CN(C1)CCO)=O)COC(CCCCCCC\C=C/C\C=C/CCCCC)=O 3-(((1-(2-hydroxyethyl)azetidin-3-yl)carbamoyl)oxy)-2-((((9Z,12Z)-octadeca-9,12-dienoyl)oxy)methyl)propyl (9Z,12Z,15Z)-octadeca-9,12,15-trienoate